O=C1NC(CCC1N1CC2=CC=C(C=C2C1=O)CNC(OCC1(CN(C1)C1CC1)C)=O)=O (1-cyclopropyl-3-methylazetidin-3-yl)methyl N-{[2-(2,6-dioxopiperidin-3-yl)-3-oxo-2,3-dihydro-1H-isoindol-5-yl]methyl}carbamate